C[C@H]1CN[C@@H](CO1)C (2S,5R)-2,5-dimethylmorpholine